(S)-1-(3-(2-(2,2-difluoroethoxy)pyridin-4-yl)-1,2,4-oxadiazol-5-yl)ethan-1-amine FC(COC1=NC=CC(=C1)C1=NOC(=N1)[C@H](C)N)F